4-(benzofuran-3-yl)-1,2,5-thiadiazol-3-ol O1C=C(C2=C1C=CC=C2)C=2C(=NSN2)O